O=C([C@H](CCCCNC(COCCOCCOCCN)=O)NC(COCCOCCOCCN)=O)NCC#C (S)-N,N'-(6-oxo-6-(prop-2-yn-1-ylamino)hexane-1,5-diyl)bis(2-(2-(2-(2-aminoethoxy)ethoxy)ethoxy)acetamide)